ClC1=CC=C(C=C1)C1=NC2=C(N1[C@H](C(=O)NC1CCCCC1)C1CCOCC1)C=CC(=C2)F (S)-2-[2-(4-chloro-phenyl)-5-fluoro-benzimidazol-1-yl]-N-cyclohexyl-2-(tetrahydro-pyran-4-yl)-acetamide